FC1=C(C=CC(=C1)S(=O)(=O)C)CN 1-(2-fluoro-4-methanesulfonylphenyl)methanamine